N-(2-((2-(Dimethylamino)ethyl)(methyl)amino)-5-((4-(3-isopropyl-2-oxo-2,3-dihydro-1H-benzo[d]imidazol-1-yl)pyrimidin-2-yl)amino)phenyl)acrylamide CN(CCN(C1=C(C=C(C=C1)NC1=NC=CC(=N1)N1C(N(C2=C1C=CC=C2)C(C)C)=O)NC(C=C)=O)C)C